6-((oxetan-2-ylmethyl)amino)picolinate O1C(CC1)CNC1=CC=CC(=N1)C(=O)[O-]